C(C)OC(=O)C=1N=C(SC1)COC1=CC=C(C=C1)C(C)(C)C1=CC(=C(C(=C1)C#N)OCCCl)Cl 2-((4-(2-(3-Chloro-4-(2-chloroethoxy)-5-cyanophenyl)propan-2-yl)phenoxy)methyl)thiazole-4-carboxylic acid ethyl ester